tert-Butyl N-[2-[[[2-benzyloxy-3,3,3-trifluoro-2-[[(4S)-4-[(4-methoxyphenyl)methoxy]pentoxy]methyl]propanoyl]amino]carbamoyl]-6-bromo-5-(trifluoromethyl)-3-pyridyl]carbamate C(C1=CC=CC=C1)OC(C(=O)NNC(=O)C1=NC(=C(C=C1NC(OC(C)(C)C)=O)C(F)(F)F)Br)(C(F)(F)F)COCCC[C@H](C)OCC1=CC=C(C=C1)OC